diethylene glycol di(mercaptoacetate) SCC(=O)OCCOCCOC(CS)=O